CO[Si](NCCN)(OC)OC N-(trimethoxysilyl)ethylenediamine